N-(4-Aminophenethyl)-2-(trifluoromethyl)quinolin-4-amine NC1=CC=C(CCNC2=CC(=NC3=CC=CC=C23)C(F)(F)F)C=C1